2-(6-(((R)-1-(3-(difluoromethyl)-2-fluorophenyl)ethyl)amino)-5-(1,3-dioxolan-2-yl)-2-methylpyrimidin-4-yl)-2-fluoro-N-morpholinoacetamide FC(C=1C(=C(C=CC1)[C@@H](C)NC1=C(C(=NC(=N1)C)C(C(=O)NN1CCOCC1)F)C1OCCO1)F)F